C(CCCCCCC)/C(/C(=O)[O-])=C/C(=O)[O-].C(CCCCCCC)/C(/C(=O)[O-])=C/C(=O)[O-].C(CCCCCCC)[Sn+4]CCCCCCCC dioctyl-tin di(octyl maleate)